ethylpentylhypophosphite C(C)P(=O)([O-])CCCCC